4-[[4-(4-pyridinyl)piperazin-1-yl]methyl]-1H-indole N1=CC=C(C=C1)N1CCN(CC1)CC1=C2C=CNC2=CC=C1